4-benzyl-6-chloro-3-[(E)-3-[4-(1-propylpyrazol-4-yl)phenyl]prop-2-enoyl]-1H-quinolin-2-one C(C1=CC=CC=C1)C1=C(C(NC2=CC=C(C=C12)Cl)=O)C(\C=C\C1=CC=C(C=C1)C=1C=NN(C1)CCC)=O